2-difluoromethyl-N-[(3R)-3-isobutyl-1,1-dimethyl-indan-4-yl]pyridine-3-carboxamide FC(C1=NC=CC=C1C(=O)NC1=C2[C@@H](CC(C2=CC=C1)(C)C)CC(C)C)F